Tert-butyl N-[2-(dimethylamino) ethyl-(1-methylpyrazol-4-yl)sulfamoyl]carbamate CN(CCN(S(=O)(=O)NC(OC(C)(C)C)=O)C=1C=NN(C1)C)C